4-[(3S)-1-tert-butoxycarbonylpyrrolidin-3-yl]oxyphthalic acid C(C)(C)(C)OC(=O)N1C[C@H](CC1)OC=1C=C(C(C(=O)O)=CC1)C(=O)O